F[C@@H]1C2CCC[C@@H](C[C@@H]1N(C=1N=CC(=NC1)C1=C(C=C(C=C1)C=1OC=NN1)O)C)N2 2-(5-{[(2R,3S,5S)-2-fluoro-9-azabicyclo[3.3.1]nonan-3-yl](methyl)amino}pyrazin-2-yl)-5-(1,3,4-oxadiazol-2-yl)phenol